tert-butyl (1R,3s,5S)-3-((6-(4-chloro-5-fluoro-2-(methoxymethoxy) phenyl)pyridazin-3-yl)(methyl)amino)-1,5-dimethyl-8-azabicyclo[3.2.1]octane-8-carboxylate ClC1=CC(=C(C=C1F)C1=CC=C(N=N1)N(C1C[C@]2(CC[C@@](C1)(N2C(=O)OC(C)(C)C)C)C)C)OCOC